silver methylacetate acetate C(C)(=O)[O-].COC(C)=O.[Ag+]